6-chloro-3-(ethylsulfonyl)-N-[2-hydroxy-5-(trifluoromethylsulfonyl)phenyl]pyridine-2-carboxamide ClC1=CC=C(C(=N1)C(=O)NC1=C(C=CC(=C1)S(=O)(=O)C(F)(F)F)O)S(=O)(=O)CC